FC(S(=O)(=O)NC1=C(C=C(C=C1)C1=NNC(=C1C(=O)N)NC1=NOC(=C1)C1(CC1)C(F)(F)F)O[C@@H](C)C1=CC=C(C=C1)F)F (S)-3-(4-((difluoromethyl)sulfonamido)-3-(1-(4-fluorophenyl)ethoxy)phenyl)-5-((5-(1-(trifluoromethyl)cyclopropyl)isoxazol-3-yl)amino)-1H-pyrazole-4-carboxamide